3-methoxy-4-[(3-{4-[(4-{2-oxa-6-azaspiro[3.3]heptan-6-yl}cyclohexyl)amino]-1-(2,2,2-trifluoroethyl)-1H-indol-2-yl}prop-2-yn-1-yl)amino]benzonitrile COC=1C=C(C#N)C=CC1NCC#CC=1N(C2=CC=CC(=C2C1)NC1CCC(CC1)N1CC2(COC2)C1)CC(F)(F)F